NC1=C(OCCCC(=O)OCC)C=C(C=C1)CNC(=O)OC(C)(C)C ethyl 4-(2-amino-5-(((tert-butoxycarbonyl)amino)methyl)phenoxy)butanoate